(2-carboxyethyl)pHosphine C(=O)(O)CCP